CC=1C=C(C=CC1)C(C=C)=O 1-(3-methylphenyl)-2-propen-1-one